4-chloro-2-fluoro-N-(imidazo[1,2-a]pyridin-7-ylcarbamoyl)benzamide ClC1=CC(=C(C(=O)NC(NC2=CC=3N(C=C2)C=CN3)=O)C=C1)F